(S)-8-(2-amino-6-((R)-2,2,2-trifluoro-1-(3-(3-methyl-1H-pyrazol-1-yl)-4'-(neopentyloxy)-[1,1'-biphenyl]-4-yl)ethoxy)pyrimidin-4-yl)-2,8-diazaspiro[4.5]decane-3-carboxylic acid NC1=NC(=CC(=N1)N1CCC2(C[C@H](NC2)C(=O)O)CC1)O[C@@H](C(F)(F)F)C1=C(C=C(C=C1)C1=CC=C(C=C1)OCC(C)(C)C)N1N=C(C=C1)C